[Pd](Cl)Cl.C(CN)N (ethylenediamine) palladium (II) chloride